monotertbutyl ether C(C)(C)(C)OC(C)(C)C